2-[4-tert-butyl-2-(methoxymethoxy)phenyl]acetic acid C(C)(C)(C)C1=CC(=C(C=C1)CC(=O)O)OCOC